C(C=C)(=O)N(CC(=O)OCC)NC(C(C)N1C(C(=CC=C1)NC(C1=CC(=C(C=C1)N)Cl)=O)=O)=O Ethyl N-acryloyl-N-(2-(3-(4-amino-3-chlorobenzamido)-2-oxopyridin-1(2H)-yl)propanamido)glycinate